C1C(CC2=CC=CC=C12)CNC(=O)C1=C(N=C2OC=CN21)C2=CC1=CC=CC=C1C=C2 N-((2,3-dihydro-1H-inden-2-yl)methyl)-6-(naphthalen-2-yl)imidazo[2,1-b]oxazole-5-carboxamide